C1(CC1)CN1N=CC(=C1)OC=1C2=C(N=CN1)N(C=C2C=2C(=C(C#N)C=CC2)F)CC2CNCC2 (4-((1-(cyclopropylmethyl)-1H-pyrazol-4-yl)oxy)-7-(pyrrolidin-3-ylmethyl)-7H-pyrrolo[2,3-d]pyrimidin-5-yl)-2-fluorobenzonitrile